FC1=C(C=CC(=C1C)F)C=1C(=C2N(N1)CCC2)C2=CC=C1C=NNC1=C2 6-(2-(2,4-Difluoro-3-methylphenyl)-5,6-dihydro-4H-pyrrolo[1,2-b]pyrazol-3-yl)-1H-indazole